2-(BenzylBenzyl(2-hydroxyethyl)amino)-1-(6-cyclopropylpyridin-2-yl)ethane-1-one C(C1=CC=CC=C1)C(C1=CC=CC=C1)N(CC(=O)C1=NC(=CC=C1)C1CC1)CCO